ClC=1C(=NC(=NC1)N1C[C@H]([C@H](CC1)OC)F)NC=1N=CC2=C(C=CC(=C2C1)C(C)C)N1[C@@H]([C@H](C1)C[S@@](=O)C)C N-(5-chloro-2-((3R,4S)-3-fluoro-4-Methoxypiperidin-1-yl)pyrimidin-4-yl)-5-isopropyl-8-((2R,3S)-2-methyl-3-(((S)-methylsulfinyl)methyl)azetidin-1-yl)isoquinolin-3-amine